5-[4-carbamoyl-5-methoxy-2-[(3S)-3-(morpholinomethyl)-3,4-dihydro-1H-isoquinoline-2-carbonyl]phenyl]-N-(4-chlorophenyl)-N-[(2-methoxyphenyl)methyl]-1,2-dimethyl-pyrrole-3-carboxamide C(N)(=O)C1=CC(=C(C=C1OC)C1=CC(=C(N1C)C)C(=O)N(CC1=C(C=CC=C1)OC)C1=CC=C(C=C1)Cl)C(=O)N1CC2=CC=CC=C2C[C@H]1CN1CCOCC1